(S)-2-((4-(3-((7-((4-acryloyl-1,4-diazepan-1-yl)sulfonyl)-2,7-diazaspiro[3.5]nonan-2-yl)methyl)pyrrolidin-1-yl)pyrimidin-5-yl)oxy)-5-fluoro-N,N-diisopropylbenzamide C(C=C)(=O)N1CCN(CCC1)S(=O)(=O)N1CCC2(CN(C2)C[C@H]2CN(CC2)C2=NC=NC=C2OC2=C(C(=O)N(C(C)C)C(C)C)C=C(C=C2)F)CC1